1-(4-(7-(3-hydroxynaphthalen-1-yl)-2-((1-(2-methoxyethyl)pyrrolidin-3-yl)methoxy)-5,6,7,8-tetrahydropyrido[3,4-d]pyrimidin-4-yl)piperazin-1-yl)prop-2-en-1-one OC=1C=C(C2=CC=CC=C2C1)N1CC=2N=C(N=C(C2CC1)N1CCN(CC1)C(C=C)=O)OCC1CN(CC1)CCOC